ClC=1N=C(C=2N(C1)N=CC2)OCC2(CN(CCO2)C(=O)OC(C)(C)C)C tert-butyl 2-(((6-chloropyrazolo[1,5-a]pyrazin-4-yl)oxy)methyl)-2-methylmorpholine-4-carboxylate